3-(3,5-difluorophenyl)-N-(4-methoxyphenyl)-N-methylpropanamide FC=1C=C(C=C(C1)F)CCC(=O)N(C)C1=CC=C(C=C1)OC